ClC=1C=C(C2=C(N1)N(C(C2)=O)COCC[Si](C)(C)C)C(=O)OC methyl 6-chloro-2-oxo-1-((2-(trimethylsilyl)ethoxy)methyl)-2,3-dihydro-1H-pyrrolo[2,3-b]pyridine-4-carboxylate